COC1=C(C=CC(=C1)OC)C1=NC2=C(N1C1=CC=C(C=C1)F)C=CC(=C2)C2=NC(=CC(=N2)C(=O)N)N[C@@H]2C(NCC2)=O (S)-2-(2-(2,4-dimethoxyphenyl)-1-(4-fluorophenyl)-1H-benzo[d]imidazol-5-yl)-6-((2-oxopyrrolidin-3-yl)amino)pyrimidine-4-carboxamide